1-methyl-1-propylpiperidinium bis(trifluoromethanesulfonimide) [N-](S(=O)(=O)C(F)(F)F)S(=O)(=O)C(F)(F)F.[N-](S(=O)(=O)C(F)(F)F)S(=O)(=O)C(F)(F)F.C[N+]1(CCCCC1)CCC.C[N+]1(CCCCC1)CCC